methyl 3-{[4-(4-{3-[(4-amino-1-methylpyrrol-2-yl)formamido] propanamido}-1-methylimidazole-2-amido)-1-methylpyrrol-2-yl]formamido}propanoate NC=1C=C(N(C1)C)C(=O)NCCC(=O)NC=1N=C(N(C1)C)C(=O)NC=1C=C(N(C1)C)C(=O)NCCC(=O)OC